dimethoxybenzoic acid COC1=CC=CC(=C1OC)C(=O)O